5-(4-methylpiperidin-1-yl)pyridin CC1CCN(CC1)C=1C=CC=NC1